(E)-6,6-dicyano-6-((4-methoxybenzyl) (methyl) amino)-5-phenylhex-2-enoate C(#N)C(C(C/C=C/C(=O)[O-])C1=CC=CC=C1)(N(C)CC1=CC=C(C=C1)OC)C#N